phosphonic acid mono(2-hexyl octyl) ester C(CCCCC)C(COP(O)=O)CCCCCC